C(C)N([C@@H](CC(C)C)C(=O)C=1C(=C(C2=CC=CC=C2C1)S(=O)(=O)Cl)N)CC N,N-diethyl-leucyl-aminonaphthalenesulfonyl chloride